BrC=1N=C(N(N1)C1=NC=C(C=N1)OCC(F)F)C(C)NC(C1=CC(=CC(=C1)C(F)(F)F)C(F)F)=O N-[1-[5-bromo-2-[5-(2,2-difluoroethoxy)pyrimidin-2-yl]-1,2,4-triazol-3-yl]ethyl]-3-(difluoromethyl)-5-(trifluoromethyl)benzamide